3-(3-(naphthalen-1-yloxy)propyl)-1-(2-(piperazin-1-yl)ethyl)-1H-indole-2-carboxylic acid C1(=CC=CC2=CC=CC=C12)OCCCC1=C(N(C2=CC=CC=C12)CCN1CCNCC1)C(=O)O